1,3-bis(isocyanatomethyl)-2,4,6-trimethylbenzene N(=C=O)CC1=C(C(=C(C=C1C)C)CN=C=O)C